C1CCC2=C(C=3CCCC3C=C12)NC(=O)NS(=O)(=NC(C1=CC=CC=C1)(C1=CC=CC=C1)C1=CC=CC=C1)C=1C=NN2C1OCC(C2)(C)N(C(OC(C)(C)C)=O)C tert-butyl (3-(N-((1,2,3,5,6,7-hexahydro-s-indacen-4-yl)carbamoyl)-N'-tritylsulfamimidoyl)-6-methyl-6,7-dihydro-5H-pyrazolo[5,1-b][1,3]oxazin-6-yl)(methyl)carbamate